(4-(7H-pyrrolo[2,3-d]pyrimidin-4-yl)-3,4-dihydro-2H-1,4-thiazin-6-yl)((3aR,7aR)-octahydro-6H-pyrrolo[2,3-c]pyridin-6-yl)methanone hydrochloride Cl.N1=CN=C(C2=C1NC=C2)N2CCSC(=C2)C(=O)N2C[C@H]1[C@@H](CC2)CCN1